ClC=1C=CC2=C(CC3(CC=4N2C(=NN4)[C@@H]4CC[C@H](CC4)N(C)C)OCCO3)C1 trans-4-(8'-Chloro-4'H,6'H-spiro[1,3-dioxolan-2,5'-[1,2,4]triazolo[4,3-a][1]benzazepin]-1'-yl)-N,N-dimethylcyclohexanamin